2-((S)-1-[1,4]Dioxan-2-ylmethoxy)-9-(oxetan-3-ylmethoxy)-6,7-dihydro-pyrimido[6,1-a]isoquinolin-4-one O1[C@@H](COCC1)COC1=NC(N2C(C3=CC=C(C=C3CC2)OCC2COC2)=C1)=O